1-octene C=CCCCCCC